BrC=1C(=C2C=NN(C2=CC1)C)C 5-bromo-1,4-dimethyl-1H-indazole